C1(C=CC=C1)B(C1=C(C(=C(C(=C1F)F)F)F)F)C1C=CC=C1 Di-2,4-cyclopentadien-1-yl(pentafluorophenyl)-Boran